FC=1C(=CC(=NC1)OC)C(C(=O)N1CC2(CC1)NC1=NC(=C(C=C1CC2)C=2N=NN(N2)C)C)C 2-(5-fluoro-2-methoxypyridin-4-yl)-1-[7-methyl-6-(2-methyl-2H-tetrazol-5-yl)-3,4-dihydro-1H-spiro[1,8-naphthyridine-2,3'-pyrrolidin]-1'-yl]propan-1-one